(chloromethyl)-2-((3-ethynylbenzyl)oxy)naphthalene ClCC1=C(C=CC2=CC=CC=C12)OCC1=CC(=CC=C1)C#C